C(\C=C\C(=O)O)(=S)O thiofumaric acid